C(C)N1C(C[C@@H](C1)CN1N=C2N=C(C=CC2=C1[C@H](C)O)C1=C(C=C(C=C1C)C(F)(F)F)O)=O |o1:5,17| (S or R)-1-ethyl-4-((6-(2-hydroxy-6-methyl-4-(trifluoromethyl)phenyl)-3-((S or R)-1-hydroxyethyl)-2H-pyrazolo[3,4-b]pyridin-2-yl)methyl)pyrrolidin-2-one